C(N)(=O)C1=CC=C(C(=C1C1=CC(=CC=C1Cl)C(CNC1CCC(CC1)N(C(OC(C)(C)C)=O)C1COC1)C1=CC=CC=C1)F)OCCOC tert-Butyl ((1r,4r)-4-((2-(6'-carbamoyl-6-chloro-2'-fluoro-3'-(2-methoxyethoxy)-[1,1'-biphenyl]-3-yl)-2-phenylethyl)amino)cyclohexyl)(oxetan-3-yl)carbamate